C1=CC=CC=2C3=CC=CC=C3C(C12)COC(=O)N(C)C[C@@H]1CN(C[C@H](O1)C1=CC(=NC(=C1)Cl)Br)C(=O)OC(C)(C)C trans-tert-butyl 2-(((((9H-fluoren-9-yl)methoxy)carbonyl)(methyl) amino)methyl)-6-(2-bromo-6-chloropyridin-4-yl)morpholine-4-carboxylate